COC(=O)C1CN(C1)C1=NC=C(C=C1)Br 1-(5-bromopyridin-2-yl)azetidine-3-carboxylic acid methyl ester